2-{5-(dibenzothiophene-3-yl)-1,1'-biphenyl-3-yl}-4,6-diphenyl-1,3,5-triazine C1=CC(=CC=2SC3=C(C21)C=CC=C3)C=3C=C(C=C(C3)C3=CC=CC=C3)C3=NC(=NC(=N3)C3=CC=CC=C3)C3=CC=CC=C3